FC(C(=O)O)(F)F.[C@H]12CNC[C@@H]2C1C(=O)N1CCN(CC1)C(=O)C1=C(C=C(C=C1)NC(=O)C=1N(C(=CN1)C1=C(C(=C(C=C1)OC)F)F)C)Cl N-[4-[4-[(1R,5S)-3-azabicyclo[3.1.0]hexane-6-carbonyl]piperazine-1-carbonyl]-3-chloro-phenyl]-5-(2,3-difluoro-4-methoxy-phenyl)-1-methyl-imidazole-2-carboxamide trifluoroacetate